C1=NC=CC2=CC(=CC=C12)COC1=CC=CC(=N1)C1CCN(CC1)CC1=NC=2C(=NC(=CC2)C(=O)OC)N1C[C@H]1OCC1 (S)-methyl 2-((4-(6-((isoquinolin-6-yl) methoxy) pyridin-2-yl) piperidin-1-yl) methyl)-3-((oxetan-2-yl) methyl)-3H-imidazo[4,5-b]pyridine-5-carboxylate